C(CCCCCCCCCCC)(=O)NCCC(=O)O lauroyl-β-alanine